2-methoxy-3-(2-methoxyphenyl)pyridine COC1=NC=CC=C1C1=C(C=CC=C1)OC